N-[4-[4-[2-(aminomethyl)pyrrolidine-1-carbonyl]piperazine-1-carbonyl]-3-ethylphenyl]-5-[1-(cyanomethyl)-3-(trifluoromethyl)pyrazol-4-yl]-1-methylimidazole-2-carboxamide NCC1N(CCC1)C(=O)N1CCN(CC1)C(=O)C1=C(C=C(C=C1)NC(=O)C=1N(C(=CN1)C=1C(=NN(C1)CC#N)C(F)(F)F)C)CC